N1(N=NN=C1NC1=NN=NN1C=1N=NNN1)C=1N=NNN1 N,N-bis(2'H-[1,5'-bitetrazole]-5-yl)amine